(6Ar,10aR)-3-hexan-2-yl-9-methyl-6-methylidene-6a,7,8,10a-tetrahydrobenzo[c]chromen-1-ol CC(CCCC)C=1C=C(C=2[C@H]3[C@H](C(OC2C1)=C)CCC(=C3)C)O